Cl.N[C@H](CCCNC(N)=N)C(=O)O R-arginine hydrochloride